C(C)(C)(C)C=1C=C(C=C(C1O)C(C)(C)C)CCC(=O)[O-] 3-[3,5-di-tert-butyl-4-hydroxyphenyl]-propionat